O[C@H]1C[C@@H]2C3=CC(=CC=C3C(N[C@H]2[C@@H]([C@@H]1O)O)=O)O (2S,3R,4S,4aR,10bR)-2,3,4,9-Tetrahydroxy-1,3,4,4a,5,10b-hexahydrophenanthridin-6(2H)-one